ClCSC1CCC1 chloromethylsulfanyl-cyclobutane